(E)-4-tetradecenal C(CC\C=C\CCCCCCCCC)=O